2-methylvinyl-2-oxazoline CC=CC=1OCCN1